1-(tert-butyl) 3-ethyl 4-(2-chlorophenyl)-2,5-dihydro-1H-pyrrole-1,3-dicarboxylate ClC1=C(C=CC=C1)C1=C(CN(C1)C(=O)OC(C)(C)C)C(=O)OCC